ClC1=CC(=NC=N1)C1=CN=C2N1N=C(C=C2)C(=O)N 3-(6-chloropyrimidin-4-yl)imidazo[1,2-b]pyridazine-6-carboxamide